[Br-].CC=1N=C(SC1C)N1N([NH+]=CN1C1=CC=CC=C1)C1=CC=CC=C1 3-(4,5-dimethylthiazol-2-yl)-2,4-diphenyltetrazolium bromide